N-(PYRIDINE-2-YL)BENZAMIDE vanadium-tellurium [Te].[V].N1=C(C=CC=C1)NC(C1=CC=CC=C1)=O